(3-methyl-1,2,4-oxadiazol-5-yl)-3,4-dihydropyrrolo[1,2-a]pyrazin CC1=NOC(=N1)C=1C=2N(CCN1)C=CC2